N4-(cis-2-((benzyloxy)methyl)tetrahydro-2H-pyran-4-yl)-6-chloroquinoline-3,4-diamine C(C1=CC=CC=C1)OC[C@@H]1OCC[C@@H](C1)NC1=C(C=NC2=CC=C(C=C12)Cl)N